ClC=1C=C(C=NC1N1N=CC=N1)NC(=O)C1=C(C(=NS1)C1=CC=CC=C1)C(F)(F)F N-(5-CHLORO-6-(2H-1,2,3-TRIAZOL-2-YL)PYRIDIN-3-YL)-3-PHENYL-4-(TRIFLUOROMETHYL)ISOTHIAZOLE-5-CARBOXAMIDE